N-((5-chloro-6-((3-methylisoxazol-5-yl)methoxy)-1H-indol-2-yl)methyl)-3-fluoro-2-hydroxypropanamide ClC=1C=C2C=C(NC2=CC1OCC1=CC(=NO1)C)CNC(C(CF)O)=O